4-[2-cyclopropyl-6-(6-{[(2-fluoro-2-methylpropyl)amino]methyl}-1-oxo-3H-isoindol-2-yl)pyridin-4-yl]-3-(4-methyl-1,2,4-triazol-3-yl)benzonitrile C1(CC1)C1=NC(=CC(=C1)C1=C(C=C(C#N)C=C1)C1=NN=CN1C)N1C(C2=CC(=CC=C2C1)CNCC(C)(C)F)=O